C(C)N(C(OC(C)(C)C)=O)C1CN(CC1)C=1C2=CNN=C2C(=CC1)C(NC=1C=C(C=2N(C1)C=C(N2)C)F)=O tert-butyl N-ethyl-N-{1-[7-({8-fluoro-2-methylimidazo[1,2-a]pyridin-6-yl}carbamoyl)-2H-indazol-4-yl]pyrrolidin-3-yl}carbamate